ClCC(=O)NC1=CC(=C(C(=C1)OC)C=1C=C2C(=CN1)N(N=C2C=2C=NN(C2)C)C(=O)OC(C)(C)C)F tert-Butyl 5-(4-(2-chloroacetamido)-2-fluoro-6-methoxyphenyl)-3-(1-methyl-1H-pyrazol-4-yl)-1H-pyrazolo[3,4-c]pyridine-1-carboxylate